6-Cyclobutoxy-N1,N'-dimethylbenzene-1,3-diamine C1(CCC1)OC1=CC=C(C=C1NC)NC